4-(N-sulfamoyl)amino-azacyclopentane hydrochloride Cl.S(N)(=O)(=O)NC1CCNC1